CC1=NC=CC(=C1)C1=NNC2=NC=C(C=C21)C(=O)N[C@@H]2[C@H](CCC2)C2=CC=CC=C2 3-(2-methylpyridin-4-yl)-N-((1S,2R)-2-phenylcyclopentyl)-1H-pyrazolo[3,4-b]pyridine-5-amide